(3-(1-(10H-phenothiazin-2-yl)vinyl)phenyl)benzophenone C1=C(C=CC=2SC3=CC=CC=C3NC12)C(=C)C=1C=C(C=CC1)C1=C(C(=O)C2=CC=CC=C2)C=CC=C1